Methyl 2-([1-(2-chlorophenyl)-5-[3-(2,2-dimethylpropoxy)-phenyl]-1H-pyrazol-3-yl]methoxy)-2-methylpropanoate ClC1=C(C=CC=C1)N1N=C(C=C1C1=CC(=CC=C1)OCC(C)(C)C)COC(C(=O)OC)(C)C